ClC=1N=C(C2=C(N1)NC(=C2)C)NC(C)C 2-chloro-N-isopropyl-6-methyl-7H-pyrrolo[2,3-d]pyrimidin-4-amine